OCCCC(C(=O)OCC)CC(C)([N+](=O)[O-])C ethyl 2-(3-hydroxypropyl)-4-methyl-4-nitropentanoate